4-bromo-3-(trifluoromethyl)-1H-pyrazole BrC=1C(=NNC1)C(F)(F)F